(E)-1-(3-(4-amino-5-(7-methoxy-5-methylbenzothien-2-yl)-7H-pyrrolo[2,3-d]pyrimidin-7-yl)pyrrolidin-1-yl)-4-(ethyl-(methyl)amino)but-2-en-1-one NC=1C2=C(N=CN1)N(C=C2C=2SC1=C(C2)C=C(C=C1OC)C)C1CN(CC1)C(\C=C\CN(C)CC)=O